FC(C(=O)O)(F)F.C(C1=CC=CC=C1)N1CCC(CC1)N(C=1C=C(SC1C)S(=O)(=O)NC1=NC(=CC=C1)F)C 4-((1-Benzylpiperidin-4-yl)(methyl)amino)-N-(6-fluoropyridin-2-yl)-5-methylthiophene-2-sulfonamide trifluoroacetate salt